tert-Butyl N-(2-{5-[2-(benzyloxy)acetyl]-1,3,4-oxadiazol-2-yl}-6-[(2S)-2-(prop-2-en-1-yl)pyrrolidin-1-yl]-5-(trifluoromethyl)pyridin-3-yl)carbamate C(C1=CC=CC=C1)OCC(=O)C1=NN=C(O1)C1=NC(=C(C=C1NC(OC(C)(C)C)=O)C(F)(F)F)N1[C@@H](CCC1)CC=C